FC=1C=C(CC2=NC3=C(N2CC2OCCC2)C=CC=C3)C=CC1C1=NC(=CC=C1)OCC1=CC=C(C=C1)C(F)(F)F 2-(3-Fluoro-4-(6-(4-(trifluoromethyl)benzyloxy)pyridin-2-yl)benzyl)-1-((tetrahydrofuran-2-yl)methyl)-1H-benzo[d]imidazol